5-bromo-α,α,2-trifluoro-3-pyridinepropanoic acid BrC=1C=C(C(=NC1)F)CC(C(=O)O)(F)F